COC=1C=C2C(=NNC2=CC1)CCNCC1=CC(=CC=C1)OC 2-(5-methoxy-1H-indazol-3-yl)-N-(3-methoxybenzyl)ethan-1-amine